(S)-6-chloro-4-((4-methoxy-5-(2,2,2-trifluoro-1-hydroxyethyl)pyrazolo[1,5-a]pyridin-3-yl)amino)-N-(methyl-d3)pyridazine-3-carboxamide ClC1=CC(=C(N=N1)C(=O)NC([2H])([2H])[2H])NC=1C=NN2C1C(=C(C=C2)[C@@H](C(F)(F)F)O)OC